2-[4-[(E)-3-[2-(Carboxymethoxy)-4-(3-methylbut-2-enoxy)phenyl]-3-oxoprop-1-enyl]phenoxy]acetic acid C(=O)(O)COC1=C(C=CC(=C1)OCC=C(C)C)C(/C=C/C1=CC=C(OCC(=O)O)C=C1)=O